N-(2-chloro-4-(trifluoromethyl)phenyl)-2-(2-(3,6-dihydro-2H-pyran-4-yl)-5-ethyl-6-(4-(4-hydroxyisoxazole-3-yl)piperazin-1-yl)-7-oxo-[1,2,4]triazolo[1,5-a]pyrimidin-4(7H)-yl)acetamide ClC1=C(C=CC(=C1)C(F)(F)F)NC(CN1C=2N(C(C(=C1CC)N1CCN(CC1)C1=NOC=C1O)=O)N=C(N2)C=2CCOCC2)=O